(4-((1R,5S)-3,8-diazabicyclo[3.2.1]oct-3-yl)-2-((4-chlorobicyclo[2.2.2]oct-1-yl)methoxy)-8-fluoropyrido[4,3-d]pyrimidin-7-yl)-5-ethynyl-6-fluoronaphthalen-2-ol [C@H]12CN(C[C@H](CC1)N2)C=2C1=C(N=C(N2)OCC23CCC(CC2)(CC3)Cl)C(=C(N=C1)C1=C(C=CC3=C(C(=CC=C13)F)C#C)O)F